FC1=C(C=C(C=C1)C(O)C=1C2=C(N=CN1)C=CS2)C2=NC=NC1=CC(=CC=C21)N2CCOCC2 [4-Fluoro-3-(7-morpholin-4-yl-quinazolin-4-yl)-phenyl]thieno[3,2-d]-pyrimidin-4-yl-methanol